N-(7-(2-fluoro-4-(piperidin-1-ylmethyl)phenyl)quinolin-4-yl)benzo[d]thiazol-5-amine FC1=C(C=CC(=C1)CN1CCCCC1)C1=CC=C2C(=CC=NC2=C1)NC=1C=CC2=C(N=CS2)C1